CC1(CCCC=2CC(C(CC12)(C(C)=O)C)C)C 1,2,3,4,5,6,7,8-Octahydro-1,1,6,7-Tetramethyl-7-Acetyl-Naphthalene